6-(1,4-dimethyl-1H-1,2,3-triazol-5-yl)-1-methyl-4-(4,4,4-trifluoro-1-phenylbutyl)-1,4-dihydropyrazolo[3',4':4,5]pyrrolo[3,2-b]pyridine-3-carboxylic acid Methyl ester COC(=O)C1=NN(C2=C1N(C=1C2=NC=C(C1)C1=C(N=NN1C)C)C(CCC(F)(F)F)C1=CC=CC=C1)C